C[C@H]1CN(CCO1)C(=N)N (S)-2-methylmorpholine-4-formamidine